ClC1=NC(=CC(=C1)OC1=C(C=C(C=C1)NC(C)=O)C)/N=C/N(C)C (E)-N-(4-((2-chloro-6-(((dimethylamino)methylene)amino)pyridin-4-yl)oxy)-3-methylphenyl)acetamide